COC1=C(C=CC=C1)C=1N=C2N(C=C(C=N2)C#CC2=CC=NC=C2)C1 2-(2-methoxyphenyl)-6-[2-(4-pyridinyl)ethynyl]imidazo[1,2-a]pyrimidine